COC(=O)C=1C=CC2=C(N(C(=N2)CC2=C(C=C(C=C2)C2=NC(=CC=C2)O)F)CCOC)C1 2-(2-fluoro-4-(6-hydroxypyridin-2-yl)benzyl)-1-(2-methoxyethyl)-1H-benzo[d]Imidazole-6-carboxylic acid methyl ester